ClC1=CC=C2C(=C(N(C2=C1)C=1C=NN(C1)C(C)C)OC)SC1=CC=CC(=N1)C(=O)O 6-((6-chloro-1-(1-isopropyl-1H-pyrazol-4-yl)-2-methoxy-1H-indol-3-yl)thio)picolinic acid